silver tricarbonate C(=O)([O-])OC(=O)OC(=O)[O-].[Ag+].[Ag+]